4-[4-(E)-(propen-1-yl)phenylamino]-6,7-bis(3-chloropropyloxy)quinazoline ethyl-7,8-dichloro-6-(2,6-difluorophenyl)-4H-[1,2,4]triazolo[1,5-a][1,4]benzodiazepine-2-carboxylate C(C)OC(=O)C1=NN2C(CN=C(C3=C2C=CC(=C3Cl)Cl)C3=C(C=CC=C3F)F)=N1.C(=C\C)/C1=CC=C(C=C1)NC1=NC=NC3=CC(=C(C=C13)OCCCCl)OCCCCl